8-chloro-2-methyl-5-[[2-[(2R)-2-methyl-3-(6-methyl-[1,2,4]triazolo[4,3-a]pyridin-7-yl)propyl]-2-azaspiro[3.3]heptan-6-yl]methyl]phthalazin-1-one ClC=1C=CC(=C2C=NN(C(C12)=O)C)CC1CC2(CN(C2)C[C@@H](CC2=CC=3N(C=C2C)C=NN3)C)C1